bis(2-hydroxyethyl)dodecylamine oxide OCC[N+](CCCCCCCCCCCC)(CCO)[O-]